NC=1C=C(C=CC1Cl)[C@H](CC(=O)OC(C)(C)C)C1CCC1 |r| (+/-)-tert-Butyl 3-(3-amino-4-chlorophenyl)-3-cyclobutylpropanoate